tert-butyl N-[(3R)-1-{[2-({4-[4-(morpholin-4-yl)-7-{[2-(trimethylsilyl)ethoxy]methyl}-7H-pyrrolo[2,3-d]pyrimidin-6-yl]phenyl}sulfamoyl)pyridin-4-yl]methyl}piperidin-3-yl]carbamate N1(CCOCC1)C=1C2=C(N=CN1)N(C(=C2)C2=CC=C(C=C2)NS(=O)(=O)C2=NC=CC(=C2)CN2C[C@@H](CCC2)NC(OC(C)(C)C)=O)COCC[Si](C)(C)C